CC1=C(C=C(C=C1)CCCCCCCCC)O.[K] potassium 2-methyl-5-nonylphenol